ethyl 6-acetoxyhexanoate C(C)(=O)OCCCCCC(=O)OCC